4-((1S,4S)-2,5-diazabicyclo[2.2.1]Heptane-2-yl)phenolate hydrochloride Cl.[C@@H]12N(C[C@@H](NC1)C2)C2=CC=C(C=C2)[O-]